(2-cyanoethyl)triphenylphosphonium bromide salt [Br-].C(#N)CC[P+](C1=CC=CC=C1)(C1=CC=CC=C1)C1=CC=CC=C1